N'-(((R)-3-(methoxymethyl)-1,2,3,5,6,7-hexahydro-s-indacen-4-yl)carbamoyl)-3-methyl-2,3-dihydropyrazolo[5,1-b]oxazole-7-sulfonimidamide COC[C@@H]1CCC2=CC=3CCCC3C(=C12)NC(=O)N=S(=O)(N)C=1C=NN2C1OCC2C